2-((1-(2-(4,4-dimethylpiperidin-1-yl)-3-(fluoromethyl)-6-methyl-4-oxo-3,4-dihydroquinazolin-8-yl)ethyl)amino)benzoic acid CC1(CCN(CC1)C1=NC2=C(C=C(C=C2C(N1CF)=O)C)C(C)NC1=C(C(=O)O)C=CC=C1)C